CCCC[SiH3] n-butylsilane